BrC1=CC2=C(N(C(=N2)SSC2=NC3=C(N2C)C=CC(=C3)Br)C)C=C1 1,2-bis(5-bromo-1-methyl-1H-benzo[d]imidazol-2-yl)disulfane